dicesium phenyl phosphate P(=O)(OC1=CC=CC=C1)([O-])[O-].[Cs+].[Cs+]